[1,2,3]triazol-1-yl 4-methylbenzenesulfonate CC1=CC=C(C=C1)S(=O)(=O)ON1N=NC=C1